4-[[4-[(2R)-3-(3,4-dihydro-1H-isoquinolin-2-yl)-2-hydroxy-propyl]-2,2-dimethyl-5-oxo-3H-1,4-benzoxazepine-8-yl]oxy]piperidine-1-carbaldehyde C1N(CCC2=CC=CC=C12)C[C@H](CN1CC(OC2=C(C1=O)C=CC(=C2)OC2CCN(CC2)C=O)(C)C)O